N1C=NC(=C1)C1C(N(CC(N1)C)C1=NC(=NC=C1)C1=CN=C2N1C=C(N=C2)Br)C 3-(4-(3-(1H-imidazol-4-yl)-2,5-dimethylpiperazin-1-yl)pyrimidin-2-yl)-6-bromoimidazo[1,2-a]pyrazine